trideca-2,4,6,8-tetraen-10-one CC=CC=CC=CC=CC(CCC)=O